(R)-2-((1,4-dioxo-1,4-dihydronaphthalen-2-yl)amino)-3-phenyl-N-(2-methoxyphenyl)-propionamide O=C1C(=CC(C2=CC=CC=C12)=O)N[C@@H](C(=O)NC1=C(C=CC=C1)OC)CC1=CC=CC=C1